C(C1=CC=CC=C1)OC[C@H](C(=O)OC)OS(=O)(=O)C methyl (2R)-3-(benzyloxy)-2-[(methanesulfonyl)oxy]propanoate